4-fluoro-2-(3-fluoroazetidin-1-yl)benzaldehyde FC1=CC(=C(C=O)C=C1)N1CC(C1)F